CNC(=O)C1CN(CCS1(=O)=O)C(=O)[O-] 2-(methylcarbamoyl)thiomorpholine-4-carboxylate 1,1-dioxide